p-ethyldihydroxyethyl-cyclohexylamine C(C)C1CCC(CC1)NCC(O)O